(S)-2-chloro-4-(3-methyl-8-(4-(2-oxo-7-azaspiro[3.5]nonane-7-carbonyl)phenyl)-2,8-diazaspiro[4.5]decan-2-yl)benzonitrile ClC1=C(C#N)C=CC(=C1)N1CC2(C[C@@H]1C)CCN(CC2)C2=CC=C(C=C2)C(=O)N2CCC1(CC(C1)=O)CC2